C(C=C)OC(CCCCCCCCCCCCCCCCC)=O allylstearate